FC1=CC2=C(N(CCOC2)C(CNC2=C(C#N)C(=CC(=N2)C(F)(F)F)C(F)(F)F)=O)C=C1 2-((2-(7-fluoro-2,3-dihydrobenzo[e][1,4]oxazepin-1(5H)-yl)-2-oxoethyl)amino)-4,6-bis(trifluoromethyl)nicotinonitrile